ClC=1C=C(C=CC1)[C@@H]1[C@H](C1)C1=NC2=CC(=CC=C2C(N1)=O)NCC=1N=C2N(C=C(C=C2N2C(N(C(C2)=O)C)=O)C2CC2)C1 1-(2-(((2-((1S,2S)-2-(3-chlorophenyl)cyclopropyl)-4-oxo-3,4-dihydroquinazolin-7-yl)amino)methyl)-6-cyclopropylimidazo[1,2-a]pyridin-8-yl)-3-methylimidazolidine-2,4-dione